(+-)-4-(5-(((1R,3R)-3-cyanocyclobutyl)methyl)-3-(2-((2R)-2-hydroxy-7-azabicyclo[2.2.1]heptan-7-yl)acetyl)-2-methyl-1H-pyrrol-1-yl)benzonitrile C(#N)C1CC(C1)CC1=CC(=C(N1C1=CC=C(C#N)C=C1)C)C(CN1C2[C@@H](CC1CC2)O)=O